N-(4-chloro-2-fluoro-3-(2-(oxetan-3-ylamino)-8,9-dihydroimidazo[1',2':1,6]pyrido[2,3-d]pyrimidin-6-yl)phenyl)-3-(2-cyanopropan-2-yl)benzamide ClC1=C(C(=C(C=C1)NC(C1=CC(=CC=C1)C(C)(C)C#N)=O)F)C1=CC2=C(N=C(N=C2)NC2COC2)N2C1=NCC2